NC=1N(C(C=2N=C(N(C2N1)C)C=1C=NN(C1)C)=O)CCC 2-Amino-9-methyl-8-(1-methyl-1H-pyrazol-4-yl)-1-propyl-1,9-dihydro-purin-6-one